tert-butyl (2s,5r)-5-(N-(allyloxy)-2-nitrophenylsulfonamido)-2-(hydroxymethyl)-4-methyl-5,6-dihydropyridine-1(2H)-carboxylate C(C=C)ON(S(=O)(=O)C1=C(C=CC=C1)[N+](=O)[O-])[C@@H]1C(=C[C@H](N(C1)C(=O)OC(C)(C)C)CO)C